2-(6-bromopyridin-3-yl)-5-propylpyrazine BrC1=CC=C(C=N1)C1=NC=C(N=C1)CCC